N-ethyl-N-[(6-vinyl-3-pyridyl)methyl]ethanamine C(C)N(CC)CC=1C=NC(=CC1)C=C